ClC1=CC=C(C=C1)C(C(=O)N[C@H](C(=O)N[C@H](CCC(=O)O)C(=O)OC(C)C)C(C)C)(C)C (R)-4-((S)-2-(2-(4-chlorophenyl)-2-methylpropanamido)-3-methylbutanamido)-5-isopropoxy-5-oxopentanoic acid